6-(4-fluoro-3-isopropyl-5-(1-((3-methyloxetan-3-yl)methyl)piperidin-4-yl)-1H-pyrrolo[2,3-c]pyridin-2-yl)-8-methoxy-[1,2,4]triazolo[1,5-a]pyridine FC1=C2C(=CN=C1C1CCN(CC1)CC1(COC1)C)NC(=C2C(C)C)C=2C=C(C=1N(C2)N=CN1)OC